C(CCCCCCCCCCCCCCC)(=O)NC(CCNC)NC(CCCCCCCCCCCCCCC)=O dipalmitamidopropyl-methylamine